N-[[4-(5-amino-4-cyano-1-cyclopropylpyrazol-3-yl)phenyl]methyl]-2-methoxy-benzamide NC1=C(C(=NN1C1CC1)C1=CC=C(C=C1)CNC(C1=C(C=CC=C1)OC)=O)C#N